FC1(OC2=C(O1)C=CC(=C2)C=CC(=O)N2CCN(CC2)C(C2=CC(=NC=C2)OCC(C)O)=O)F 3-(2,2-difluorobenzo[d][1,3]dioxol-5-yl)-1-(4-(2-(2-hydroxypropoxy)isonicotinoyl)piperazin-1-yl)prop-2-en-1-one